CC1=C(SC=C1)\C=N\O (E)-N-[(3-methylthiophen-2-yl)methylidene]hydroxylamine